(R)-4-(1-(4-(3,4-difluorophenyl)-1-(4-(trifluoromethyl)benzyl)-1H-indole-7-carboxamido)ethyl)benzoic acid FC=1C=C(C=CC1F)C1=C2C=CN(C2=C(C=C1)C(=O)N[C@H](C)C1=CC=C(C(=O)O)C=C1)CC1=CC=C(C=C1)C(F)(F)F